Carnitine-d3 [2H]C([2H])([2H])[N+](C)(C)C[C@@H](CC(=O)[O-])O